(1R,2S,5S)-N-(1-Cyclopropyl-4-(cyclopropylamino)-3,4-dioxobutan-2-yl)-3-(isobutyryl-L-valyl)-6,6-dimethyl-3-azabicyclo[3.1.0]hexane-2-carboxamide C1(CC1)CC(C(C(=O)NC1CC1)=O)NC(=O)[C@@H]1[C@H]2C([C@H]2CN1C([C@@H](NC(C(C)C)=O)C(C)C)=O)(C)C